COC(C)[N-]CC(C)C N-(1-methoxyethyl)isobutylamide